4'-(2-phenyl-benzooxazol-6-yl)-biphenyl-4-yl-amine C1(=CC=CC=C1)C=1OC2=C(N1)C=CC(=C2)C2=CC=C(C=C2)C2=CC=C(C=C2)N